C(C(C)C)NC1=NC=C(C=N1)C=O 2-(ISOBUTYLAMINO)PYRIMIDINE-5-CARBALDEHYDE